{4-[4-amino-2-butyl-1-(3,4,5,6-tetrahydro-2H-pyran-4-ylmethyl)thieno[3,2-b]imidazo[4,5-d]pyridin-7-yl]hexahydropyridin-1-yl}(4-{[(2-hydroxyethyl)oxy]methyl}cyclohexyl)methanone NC1=C2C(=C3C(=N1)C=C(S3)C3CCN(CC3)C(=O)C3CCC(CC3)COCCO)N(C(=N2)CCCC)CC2CCOCC2